(S)-3-(1-hydroxy-prop-2-yl)-8-(pyridin-3-yl)-6-(2-(trifluoromethyl)pyrimidin-5-yl)pyrido[3,4-d]pyrimidin-4(3H)-one OC[C@H](C)N1C=NC2=C(C1=O)C=C(N=C2C=2C=NC=CC2)C=2C=NC(=NC2)C(F)(F)F